ClC1=C(C(=NC(=C1)C)N1CCC(CC1)O)[N+](=O)[O-] 1-(4-chloro-6-methyl-3-nitropyridin-2-yl)piperidin-4-ol